O=C1NC(CCC1N1C(C2=CC=C(C=C2C1=O)NS(=O)(=O)C1=CC2=CC=CC=C2C=C1)=O)=O N-(2-(2,6-dioxo-piperidin-3-yl)-1,3-dioxoisoindolin-5-yl)naphthalene-2-sulfonamide